S1C(=NC2=C1C=CC=C2)CCCC(C(=C)OCC)=O 6-(benzo[d]thiazol-2-yl)-2-ethoxyhex-1-en-3-one